N-((1S,3R)-3-(3-bromo-4-fluorobenzyl)-3-(4-(hydroxymethyl)oxazol-2-yl)cyclopentyl)-N-(4-methoxybenzyl)methanesulfonamide BrC=1C=C(C[C@]2(C[C@H](CC2)N(S(=O)(=O)C)CC2=CC=C(C=C2)OC)C=2OC=C(N2)CO)C=CC1F